Cl.CC1CC2(NC(C1)C2)C(=O)O cis-3-methyl-6-azabicyclo[3.1.1]heptane-1-carboxylic acid hydrochloride